ClC=1C=NN2C1CNCC(C2)(F)F 3-chloro-7,7-difluoro-4,5,6,8-tetrahydropyrazolo[1,5-a][1,4]diazepine